(1S,3R,4S)-2-((S)-2-((3-chlorophenyl)amino)-3-cyclopropylpropanoyl)-N-((R)-1-cyano-2-((S)-2-oxopiperidin-3-yl)ethyl)-5,5-difluoro-2-azabicyclo[2.2.2]octane-3-carboxamide ClC=1C=C(C=CC1)N[C@H](C(=O)N1[C@@H]2CC([C@H]([C@@H]1C(=O)N[C@H](C[C@H]1C(NCCC1)=O)C#N)CC2)(F)F)CC2CC2